2-[[(1R)-1-(3,6-dimethyl-2-morpholino-4-oxo-quinazolin-8-yl)ethyl]amino]-5-fluoro-benzoic acid CN1C(=NC2=C(C=C(C=C2C1=O)C)[C@@H](C)NC1=C(C(=O)O)C=C(C=C1)F)N1CCOCC1